N-(2-fluoro-3-(5-(4-fluoro-2-methylphenyl)-1H-pyrrolo[2,3-b]pyridine-3-carbonyl)phenyl)-1-phenylmethanesulfonamide FC1=C(C=CC=C1C(=O)C1=CNC2=NC=C(C=C21)C2=C(C=C(C=C2)F)C)NS(=O)(=O)CC2=CC=CC=C2